C(C)OC(=O)C1=CNC=C(C1=O)C1=CC=C(C=C1)C.C(#N)C=1C(=NC(=C(C1CC)C#N)N1CC(NCC1)=O)SCC1=CC=C(CNC(C)=O)C=C1 N-(4-(((3,5-dicyano-4-ethyl-6-(3-oxopiperazin-1-yl)pyridin-2-yl)thio)methyl)benzyl)acetamide ethyl-4-oxo-5-(p-tolyl)-1,4-dihydropyridine-3-carboxylate